2,4-dihydroxy-5-methylbenzophenone OC1=C(C(=O)C2=CC=CC=C2)C=C(C(=C1)O)C